1-propenyl-2-cycloheptyloxyethane C(=CC)CCOC1CCCCCC1